C(CCC)N1CC(C1)SC1=CC(=C(C(=C1)F)[C@H]1[C@@H](N(CC=2C3=C(C=CC12)NN=C3)C)CC(C)C)F (6S,7S)-6-(4-((1-butylazetidin-3-yl)thio)-2,6-difluorophenyl)-7-isobutyl-8-methyl-6,7,8,9-tetrahydro-3H-pyrazolo[3,4-h]isoquinoline